CC1=CC=C(CN2C3=CC=CC=C3C=3C=CC=CC23)C=C1 N-(4-methylbenzyl)-carbazole